1-((2R,6S)-6-(hydroxymethyl)morpholin-2-yl)-5-methylpyrimidine-2,4(1H,3H)-dione OC[C@H]1O[C@H](CNC1)N1C(NC(C(=C1)C)=O)=O